OC[C@H]1[C@H]2CC[C@@H](CN1C(=O)OC(C)(C)C)N2C(=O)OCC2=CC=CC=C2 8-benzyl 3-(tert-butyl) (1R,2R,5S)-2-(hydroxymethyl)-3,8-diazabicyclo[3.2.1]octane-3,8-dicarboxylate